1-[(3-methoxyphenyl)methyl]-3-[2-(2-methylpropyl)-1-oxoisoquinolin-4-yl]urea COC=1C=C(C=CC1)CNC(=O)NC1=CN(C(C2=CC=CC=C12)=O)CC(C)C